ClC=1N=C(N2C1C(=CC(=C2)S(=O)(=O)NC2(CC2)CF)N2CCNCC2)C=2SC(=NN2)C(F)F 1-chloro-3-(5-(difluoromethyl)-1,3,4-thiadiazol-2-yl)-N-(1-(fluoromethyl)cyclopropyl)-8-(piperazin-1-yl)imidazo[1,5-a]pyridine-6-sulfonamide